2-(4-(4-(3-(4-(4-AMINO-7-CYCLOPROPYL-7H-PYRROLO[2,3-D]PYRIMIDIN-5-YL)-2-FLUOROPHENYL)UREIDO)-2-(TRIFLUOROMETHYL)BENZYL)PIPERAZIN-1-YL)ETHANE-1-SULFONIC ACID NC=1C2=C(N=CN1)N(C=C2C2=CC(=C(C=C2)NC(NC2=CC(=C(CN1CCN(CC1)CCS(=O)(=O)O)C=C2)C(F)(F)F)=O)F)C2CC2